FC1=CC=C(C=C1)C1=C(C=C2CNC(C2=C1)=O)OCC1=CC=NC=C1 6-(4-fluorophenyl)-5-(pyridin-4-ylmethoxy)isoindolin-1-one